4-(1,2,3,6-tetrahydro-pyridin-4-yl)-thiophene-2-carboxylic acid [3-fluoro-4-(1,2,3,6-tetrahydro-pyridin-4-yl)-phenyl]-amide trifluoroacetate FC(C(=O)O)(F)F.FC=1C=C(C=CC1C=1CCNCC1)NC(=O)C=1SC=C(C1)C=1CCNCC1